isopropenylmethanone C(=C)(C)C=O